C(CC)[Bi]=N propylbismuthanimine